FC(C1=NN=C(O1)C=1C=CC(=NC1)CN(C(=O)C1(CCN(CC1)CC)F)C1=CC(=CC=C1)F)F N-((5-(5-(difluoromethyl)-1,3,4-oxadiazol-2-yl)pyridin-2-yl)methyl)-1-ethyl-4-fluoro-N-(3-fluorophenyl)piperidine-4-carboxamide